C(#N)CN1N=C(N=C1C(F)(F)F)NC(C1=C(C=C(C=C1)C1=NOC(C1)(C(F)(F)F)C1=CC(=CC(=C1)Cl)Cl)C)=O N-(1-(cyanomethyl)-5-(trifluoromethyl)-1H-1,2,4-triazol-3-yl)-4-(5-(3,5-dichlorophenyl)-5-(trifluoromethyl)-4,5-dihydroisoxazol-3-yl)-2-methylbenzamide